6-[1-(2,2-difluoroethyl)-1H-pyrazolo[3,4-b]pyrazin-6-yl]-2-[2-methyl-6-(trifluoromethyl)pyrimidin-4-yl]-2,6-diazaspiro[3.4]octan-7-one FC(CN1N=CC=2C1=NC(=CN2)N2CC1(CN(C1)C1=NC(=NC(=C1)C(F)(F)F)C)CC2=O)F